5-((S)-3-((tert-butyldimethylsilyl)oxy)-2-methylpropoxy)-3-methyl-4-nitro-1-(tetrahydro-2H-pyran-2-yl)-1H-pyrazole [Si](C)(C)(C(C)(C)C)OC[C@H](COC1=C(C(=NN1C1OCCCC1)C)[N+](=O)[O-])C